C(C)OC1=NC=2C=C(C=CC2C=2N1C=C(N2)C)C(=O)O 5-Ethoxy-2-methylimidazo[1,2-c]quinazoline-8-carboxylic acid